7-(Diethylamino)coumarin-3-carboxylic acid N-succinimidyl ester CCN(CC)C1=CC2=C(C=C1)C=C(C(=O)O2)C(=O)ON3C(=O)CCC3=O